1-fluoro-N-((6S,7S)-6-((2-fluoro-[1,1'-biphenyl]-3-yl)methyl)-5-azaspiro[2.4]heptane-7-yl)methanesulfonamide hydrochloride Cl.FCS(=O)(=O)N[C@@H]1[C@@H](NCC12CC2)CC=2C(=C(C=CC2)C2=CC=CC=C2)F